FC1=CC=CC2=C1NC(=N2)C2=CC(=NN2C)NC(=O)C=2C=CC(=NC2)N2[C@@H](CCC2)C(=O)OCC ethyl (2S)-1-[5-[[5-(7-fluoro-1H-benzimidazol-2-yl)-1-methyl-pyrazol-3-yl]carbamoyl]-2-pyridyl]pyrrolidine-2-carboxylate